C1=CC(=C[N+](=C1)[C@@H]2[C@@H]([C@@H]([C@H](O2)COP(=O)([O-])OP(=O)([O-])OC[C@@H]3[C@H]([C@H]([C@@H](O3)N4C=NC5=C(N=CN=C54)N)OP(=O)([O-])[O-])O)O)O)C(=O)N The molecule is an organophosphate oxoanion arising from deprotonation of the phosphate and diphosphate OH groups of alpha-NADP(+); major species at pH 7.3. It is a conjugate base of an alpha-NADP(+).